ethyl N-[6-(2-fluorophenoxy)-8-methyl-7-oxo-7,8-dihydropyrido[2,3-d]pyrimidin-2-yl]-β-alaninate FC1=C(OC2=CC3=C(N=C(N=C3)NCCC(=O)OCC)N(C2=O)C)C=CC=C1